N[C@@H]1C2=CC=CC=C2CC12CCN(CC2)C=2C(=NC(=CN2)N2CCC1=CC=CC=C21)CO (S)-(3-(1-amino-1,3-dihydrospiro[indene-2,4'-piperidine]-1'-yl)-6-(indolin-1-yl)pyrazin-2-yl)methanol